phosphino-anthracene PC1=CC=CC2=CC3=CC=CC=C3C=C12